C1(=CC=CC=C1)C1=NC(=NC(=N1)C1=CC=CC=C1)C1=CC=C(C=C1)C1=CC=C(C=C1)N1C2=CC=CC=C2C=2C=C(C=CC12)B(O)O (9-(4'-(4,6-diphenyl-1,3,5-triazin-2-yl)-[1,1'-biphenyl]-4-yl)-9H-carbazol-3-yl)boronic acid